5-hydroxy-1-methyl-3-isopropyl-1H-pyrazole OC1=CC(=NN1C)C(C)C